5-(2,2-difluoroethenyl)pyridin-2-amine FC(=CC=1C=CC(=NC1)N)F